ClC=1C=C(C=NC1N1N=CC=N1)NC(=O)C=1C=NN(C1C(F)(F)F)C1=C2C=C(C=NC2=CC=C1)C N-(5-Chloro-6-(2H-1,2,3-triazol-2-yl)pyridin-3-yl)-1-(3-methylchinolin-5-yl)-5-(trifluoromethyl)-1H-pyrazol-4-carboxamid